(5E)-1-methoxyundeca-1,5-diene COC=CCC\C=C\CCCCC